O(C(=S)[S-])CCCCCCCC\C=C/CCCCCCCC oleyl xanthate